(2-(((S)-(Benzylamino)(((2R,5R)-2-ethynyl-5-(5-methyl-2,4-dioxo-3,4-dihydropyrimidin-1(2H)-yl)-2,5-dihydrofuran-2-yl)methoxy)phosphoryl)oxy)ethyl) 3-hydroxy-2,2-dimethylpropanethioate OCC(C(OCCO[P@](=O)(OC[C@]1(O[C@H](C=C1)N1C(NC(C(=C1)C)=O)=O)C#C)NCC1=CC=CC=C1)=S)(C)C